C(C)OC1=CC=2C(=CC=3C=4C=CC=CC4C=NC3C2)C=C1 9-ethoxybenzo[b]phenanthridine